BrC1=C(C=C(CN(C2=CC=C(C#N)C=C2)N2C=NN=C2)C=C1)OCCF 4-((4-bromo-3-(2-fluoroethoxy)benzyl)(4H-1,2,4-triazol-4-yl)amino)benzonitrile